(2S)-2-[(2S,3S)-2-[(2S)-3-(4-hydroxyphenyl)-2-{[(2S)-oxolan-2-yl]formamido}propanamido]-3-methylpentanamido]-5,5-dimethylhexanoic acid OC1=CC=C(C=C1)C[C@@H](C(=O)N[C@H](C(=O)N[C@H](C(=O)O)CCC(C)(C)C)[C@H](CC)C)NC(=O)[C@H]1OCCC1